(2S)-2-[9H-fluoren-9-ylmethoxycarbonyl-(methyl)amino]-5-oxo-5-prop-2-enyloxypentanoic acid C1=CC=CC=2C3=CC=CC=C3C(C12)COC(=O)N([C@H](C(=O)O)CCC(OCC=C)=O)C